7-fluoro-4-(piperazin-1-yl)quinoline FC1=CC=C2C(=CC=NC2=C1)N1CCNCC1